tert-butyl 3-allyl-3-(hydroxymethyl)azetidine-1-carboxylate C(C=C)C1(CN(C1)C(=O)OC(C)(C)C)CO